6-[(2Z)-2-benzylideneheptoxy]-3,4,5-trihydroxyoxane-2-carboxylic acid C(/C1=CC=CC=C1)=C(/COC1C(C(C(C(O1)C(=O)O)O)O)O)\CCCCC